p-trifluoromethylbiphenyl FC(C1=CC=C(C=C1)C1=CC=CC=C1)(F)F